C(C)(C)N(P(O[C@@H]1[C@H](O[C@H]([C@@H]1OC)N1C2=NC=NC(=C2N=C1)NC(C1=CC=CC=C1)=O)COC(C1=CC=CC=C1)(C1=CC=C(C=C1)OC)C1=CC=C(C=C1)OC)OCCC#N)C(C)C (2R,3R,4R,5R)-5-(6-benzamido-9H-purin-9-yl)-2-((bis(4-methoxyphenyl)(phenyl)methoxy)methyl)-4-methoxytetrahydrofuran-3-yl (2-cyanoethyl) diisopropylphosphoramidite